ClC=1C=C(CN2N=C3N(C2=O)[C@@H](CC3)C(=O)O)C=CC1F (5S)-2-(3-Chloro-4-fluorobenzyl)-3-oxo-2,5,6,7-tetrahydro-3H-pyrrolo[2,1-c][1,2,4]triazole-5-carboxylic acid